CC1(CC2(CCC13OCCO3)CN(C3=C(O2)C=CC=C3)C)C 2',2',4-trimethyl-3,4-dihydrodispiro[benzo[b][1,4]oxazine-2,4'-cyclohexane-1',2''-[1,3]dioxolane]